cetylmaleate C(CCCCCCCCCCCCCCC)/C(/C(=O)[O-])=C/C(=O)[O-]